N1=CN=C(C2=C1NC=C2)NC=2C=NN(C2)C2(CN(C2)S(=O)(=O)C2CC2)CC#N 2-(3-(4-((7H-pyrrolo[2,3-d]pyrimidin-4-yl)amino)-1H-pyrazol-1-yl)-1-(cyclopropylsulfonyl)azetidin-3-yl)acetonitrile